(6S,8S)-N-(5-chloro-6-(2H-1,2,3-triazol-2-yl)pyridin-3-yl)-2,3-difluoro-8-methyl-8-(1-methyl-1H-pyrazol-4-yl)-7,8-dihydro-6H-cyclopenta[e]pyrazolo[1,5-a]pyrimidine-6-carboxamide ClC=1C=C(C=NC1N1N=CC=N1)NC(=O)[C@H]1C[C@](C2=C1C=NC=1N2N=C(C1F)F)(C=1C=NN(C1)C)C